tert-butyl (1R,5S,6r)-6-{[acetyl(ethyl)amino]methyl}-3-azabicyclo[3.1.0]hexane-3-carboxylate C(C)(=O)N(CC)CC1[C@@H]2CN(C[C@H]12)C(=O)OC(C)(C)C